(S)-1-(5-(3-cyclohexylidene-2-phenylallyl)-3-(p-tolyl)-4,5-dihydro-1H-pyrazol-1-yl)ethan-1-one C1(CCCCC1)=C=C(C[C@H]1CC(=NN1C(C)=O)C1=CC=C(C=C1)C)C1=CC=CC=C1